COC1=C(C=NN1C)C1CN(C1)C(=O)OC(C)(C)C Tert-Butyl 3-(5-methoxy-1-methyl-1H-pyrazol-4-yl)azetidine-1-carboxylate